(S)-ethyl 1-((1-((4-(chloromethyl)phenyl)amino)-1-oxo-5-ureidopentan-2-yl)carbamoyl)cyclobutanecarboxylate ClCC1=CC=C(C=C1)NC([C@H](CCCNC(=O)N)NC(=O)C1(CCC1)C(=O)OCC)=O